dimethylcyclohex-ylamine CN(C1CCCCC1)C